methyl 4-(2-hydroxy-1-(thiazol-4-ylmethoxy)ethyl)-2-methylbenzoate OCC(OCC=1N=CSC1)C1=CC(=C(C(=O)OC)C=C1)C